FC1=C2NC(C=3N(C2=C(C=C1)C)C(=NN3)C)(C)C 6-fluoro-1,4,4,9-tetramethyl-4,5-dihydro-[1,2,4]triazolo[4,3-a]quinoxaline